3-fluoro-5,6-dimethoxybenzo[b]selenophene FC=1C2=C([Se]C1)C=C(C(=C2)OC)OC